2-(4-(4-((4H-1,2,4-triazol-3-yl)methoxy)-2-fluoro-5-methoxyphenyl)-3-methyl-2-oxo-6-(trifluoromethyl)-2,3-dihydro-1H-benzo[d]imidazol-1-yl)-N-(4-fluorophenyl)acetamide hydrochloride Cl.N=1N=C(NC1)COC1=CC(=C(C=C1OC)C1=CC(=CC=2N(C(N(C21)C)=O)CC(=O)NC2=CC=C(C=C2)F)C(F)(F)F)F